NCC=1C(=NC=C(C1)F)N1C(NC(CC1)=O)=O 1-(3-(Aminomethyl)-5-fluoropyridin-2-yl)dihydropyrimidine-2,4(1H,3H)-dione